CC1=C(C(=O)O)C=CC(=C1)N1N=CN=C1 2-methyl-4-(1H-1,2,4-triazol-1-yl)benzoic acid